C(C=C)N1N=C(C=2C1=NC=NC2N)C2=CC=C(C=1N2C=CN1)NC(=O)NC1=NOC(=C1)C1(CC1)C(F)(F)F 1-(5-(1-ALLYL-4-AMINO-1H-PYRAZOLO[3,4-D]PYRIMIDIN-3-YL)IMIDAZO[1,2-A]PYRIDIN-8-YL)-3-(5-(1-(TRIFLUOROMETHYL)CYCLOPROPYL)ISOXAZOL-3-YL)UREA